N-(3-methoxybenzyl)-4-((4-methylpiperazin-1-yl)methyl)-N-(4-morpholinobenzyl)oxazol-2-amine COC=1C=C(CN(C=2OC=C(N2)CN2CCN(CC2)C)CC2=CC=C(C=C2)N2CCOCC2)C=CC1